O=C(COC1=CC=C(C=C1)C1=CC(=CC(=C1)OCC(NCCOCCOCCOCCOCCC(NCCOCCO[C@@H]1O[C@H]([C@@H]([C@H]([C@H]1O)O)O)C)=O)=O)C(=O)O)NCCOCCOCCOCCOCCC(NCCOCCO[C@@H]1O[C@H]([C@@H]([C@H]([C@H]1O)O)O)C)=O 4',5-Bis((2,18-dioxo-24-(((2R,3R,4R,5R,6S)-3,4,5-trihydroxy-6-methyltetrahydro-2H-pyran-2-yl)oxy)-6,9,12,15,22-pentoxa-3,19-diazatetracosyl)oxy)-[1,1'-biphenyl]-3-carboxylic acid